9-(4-(naphthalen-1-yl)phenyl)-10-(phenyl-d5)anthracene C1(=CC=CC2=CC=CC=C12)C1=CC=C(C=C1)C=1C2=CC=CC=C2C(=C2C=CC=CC12)C1=C(C(=C(C(=C1[2H])[2H])[2H])[2H])[2H]